(R)-3-ethyl-4-(7-fluoro-3-(4-(5-(hydroxymethyl)-2,5-dihydro-1H-pyrrol-3-yl)-1H-imidazol-2-yl)-1H-indazol-6-yl)phenol C(C)C=1C=C(C=CC1C1=CC=C2C(=NNC2=C1F)C=1NC=C(N1)C=1CN[C@H](C1)CO)O